5-bromo-3-methyl-1-((2-(trimethylsilyl)ethoxy)methyl)-1H-pyrazolo[3,4-b]Pyridine BrC=1C=C2C(=NC1)N(N=C2C)COCC[Si](C)(C)C